ClC=1C=C(C=CC1F)NC(=O)C1=C(N=CN1C)C1CC2CC(CC2C1)(O)C=1C(=NN(C1)C1CCC(CC1)C(=O)OC)C(F)(F)F Methyl (1s,4s)-4-(4-(5-(5-((3-chloro-4-fluorophenyl)carbamoyl)-1-methyl-1H-imidazol-4-yl)-2-hydroxyoctahydropentalen-2-yl)-3-(trifluoromethyl)-1H-pyrazol-1-yl)cyclohexane-1-carboxylate